3-(3-phenylpropyl)-5-[(2S,4R)-1-[(9H-fluoren-9-yl)methoxycarbonyl]-4-tert-butoxypyrrolidin-2-yl]-1,2,4-oxadiazole C1(=CC=CC=C1)CCCC1=NOC(=N1)[C@H]1N(C[C@@H](C1)OC(C)(C)C)C(=O)OCC1C2=CC=CC=C2C=2C=CC=CC12